FC=1C=C(C(=O)NC2=CC=C(C=C2)N2CCCC2)C=C(C1O)C=NNC1=CC=CC=C1 3-fluoro-4-hydroxy-5-((2-phenylhydrazono)methyl)-N-(4-(pyrrolidin-1-yl)phenyl)benzamide